CC1C(O1)OC1C(C)O1 gamma-epoxypropyl ether